6-(trifluoromethoxy)pyridine-3-methylamine hydrochloride Cl.FC(OC1=CC=C(C=N1)CN)(F)F